ethyl (2-{2-chloro-4-fluoro-5-[3-methyl-2,6-dioxo-4-(trifluoromethyl)-3,6-dihydropyrimidin-1(2H)-yl]phenoxy}phenoxy)acetate ClC1=C(OC2=C(OCC(=O)OCC)C=CC=C2)C=C(C(=C1)F)N1C(N(C(=CC1=O)C(F)(F)F)C)=O